(4-chlorobenzyl)-8-(3-(cyclopentyloxy)but-1-yn-1-yl)-1-(3-hydroxypropyl)-3-methyl-3,7-dihydro-1H-purine-2,6-dione ClC1=CC=C(CN2C(=NC=3N(C(N(C(C23)=O)CCCO)=O)C)C#CC(C)OC2CCCC2)C=C1